NC1=CC=C(C(=C1N(C(OC(C)(C)C)=O)C)Br)F tert-butyl (6-amino-2-bromo-3-fluorophenyl)(methyl)carbamate